magnesium stearate, magnesium salt [Mg+2].C(CCCCCCCCCCCCCCCCC)(=O)[O-].[Mg+2].C(CCCCCCCCCCCCCCCCC)(=O)[O-].C(CCCCCCCCCCCCCCCCC)(=O)[O-].C(CCCCCCCCCCCCCCCCC)(=O)[O-]